1-(3-chlorophenyl)-2-(ethyl-(methyl)amino)ethan-1-ol ClC=1C=C(C=CC1)C(CN(C)CC)O